C(C)N(CC)[Si](C(C(F)(F)F)(F)F)(N(CC)CC)N(CC)CC tris-diethylamino-pentafluoroethyl-silane